trans-1-(tert-butyl) 2-methyl 5-(2-bromo-6-chloropyridin-4-yl)-4-(methylsulfonyl)piperazine-1,2-dicarboxylate BrC1=NC(=CC(=C1)[C@H]1N(C[C@@H](N(C1)C(=O)OC(C)(C)C)C(=O)OC)S(=O)(=O)C)Cl